O=S.[Se].[Li] lithium selenium (oxy) sulfide